C12(C=CC3=CC=CC=C13)C1=CC=CC=C1C=1C=CC=CC12 spiro(fluorene-9,1'-indene)